{1-[1-(2-chloro-6-fluorobenzyl)piperidin-4-yl]-3-[4-(7H-pyrrolo[2,3-d]pyrimidin-4-yl)-1H-pyrazol-1-yl]azetidin-3-yl}acetonitrile ClC1=C(CN2CCC(CC2)N2CC(C2)(N2N=CC(=C2)C=2C3=C(N=CN2)NC=C3)CC#N)C(=CC=C1)F